2-(2-(cyclopropanesulfonylamino)pyrimidin-4-yl)-N-(2-fluoro-4-(6-isopropoxypyrazin-2-yl)phenyl)acetamide C1(CC1)S(=O)(=O)NC1=NC=CC(=N1)CC(=O)NC1=C(C=C(C=C1)C1=NC(=CN=C1)OC(C)C)F